C(C)(=O)N1CC(CC1)N1N=C(N=N1)C=1C=C(C=CC1NC1CCCCC1)S(=O)(=O)NC 3-(2-(1-acetylpyrrolidin-3-yl)-2H-tetrazol-5-yl)-4-(cyclohexylamino)-N-methylbenzenesulfonamide